BrC1=CNC2=C1C=NC(=C2)OC 3-bromo-6-methoxy-1H-pyrrolo[3,2-c]pyridine